C(CC1=CC=CC=C1)S(=O)(=O)N1CC2(C1)CN(C2)C2CCOCC2 2-(phenethylsulfonyl)-6-(tetrahydro-2H-pyran-4-yl)-2,6-diazaspiro[3.3]heptane